C1(=CC=CC=C1)N(C1=CC=C(C=C1)OB(O)O)C1=CC=CC=C1 (4-(diphenylamino)phenyl)boric acid